C(C)(C)(C)OC(=O)N1OCC2(CC2)C1 5-Oxa-6-azaspiro[2.4]heptane-6-carboxylic acid tert-butyl ester